7-(cyclopropylethynyl)-5-fluoro-2-((piperidin-4-ylthio)methyl)quinazolin-4(3H)-one hydrochloride Cl.C1(CC1)C#CC1=CC(=C2C(NC(=NC2=C1)CSC1CCNCC1)=O)F